N-(2-oxo-2-(4-((1r,3r)-3-phenylcyclobutyl)hexahydropyrrolo[3,2-b]pyrrol-1(2H)-yl)ethyl)-3-(trifluoromethyl)benzamide O=C(CNC(C1=CC(=CC=C1)C(F)(F)F)=O)N1C2C(CC1)N(CC2)C2CC(C2)C2=CC=CC=C2